5-((4-(4,4-Difluoropiperidin-1-yl)phenyl)amino)-1,3-dimethyl-1,3-dihydro-2H-benzo[d]imidazol-2-one FC1(CCN(CC1)C1=CC=C(C=C1)NC1=CC2=C(N(C(N2C)=O)C)C=C1)F